N-(3-((1S,2R)-2-(4-methyl-4H-1,2,4-triazol-3-yl)cyclopropyl)phenyl)-4-(trifluoromethyl)-1H-benzo[d]imidazole-2-carboxamide CN1C(=NN=C1)[C@H]1[C@H](C1)C=1C=C(C=CC1)NC(=O)C1=NC2=C(N1)C=CC=C2C(F)(F)F